OC(C=O)C 2-hydroxypropan-1-one